BrC1=C2CCNC2=CC=C1 4-bromo-2,3-dihydro-1H-indole